NC1=NN2C(N=CC=C2)=C1C(=O)N[C@H](C)C=1N(C(C=2C(=CC=C3C2C1CN3C)C#CC=3C=NN(C3)C)=O)C3=CC=CC=C3 (R)-2-amino-N-(1-(1-methyl-6-((1-methyl-1H-pyrazol-4-yl)ethynyl)-5-oxo-4-phenyl-1,2,4,5-tetrahydropyrrolo[4,3,2-de]isoquinolin-3-yl)ethyl)pyrazolo[1,5-a]pyrimidine-3-carboxamide